C(C#C)OC1=CC=C(C(=O)C=2C=C(C(=O)O)C=CC2)C=C1 3-(4-(prop-2-yn-1-yloxy)benzoyl)benzoic acid